CC(C)[Si](OC1=CC=C(C=C1)COCCCC1=C(C=CC=C1)CCCCNC(C(=O)N)=O)(C(C)C)C(C)C 4-(2-{3-[(4-{[tris(propan-2-yl)silyl]oxy}phenyl)methoxy]propyl}phenyl)butylethane-diamide